1-cyclohexyl-8-(4-methoxyphenyl)-3-methyl-7-(4-((4-(methylsulfonyl)piperidin-1-yl)methyl)phenyl)-3,6-dihydroimidazo[4,5-d]pyrrolo[2,3-b]pyridin-2(1H)-one C1(CCCCC1)N1C(N(C=2C1=C1C(=NC2)NC(=C1C1=CC=C(C=C1)OC)C1=CC=C(C=C1)CN1CCC(CC1)S(=O)(=O)C)C)=O